(1S)-indan-1-amine hydrochloride Cl.[C@@H]1(CCC2=CC=CC=C12)N